N=1C=NN2C1C=C(C=C2)OC2=CC(=C(C=C2C)NC2=NC=NC1=CC(=C(C=C21)NC(/C(=C/[C@@H]2N(CCC2)C)/F)=O)OC)OC (R,Z)-N-(4-((4-([1,2,4]triazolo[1,5-a]pyridin-7-yloxy)-2-methoxy-5-methylphenyl)amino)-7-methoxyquinazolin-6-yl)-2-fluoro-3-(1-methylpyrrolidin-2-yl)acrylamide